N,N-diethyl-7-nitrobenzo[c][1,2,5]selenadiazol-4-amine C(C)N(C1=CC=C(C2=N[Se]N=C21)[N+](=O)[O-])CC